N-(5-tert-butyl-4-methyl-thiazol-2-yl)-3-[(7-cyano-5-fluoro-1-isoquinolyl)amino]propenamide C(C)(C)(C)C1=C(N=C(S1)NC(C=CNC1=NC=CC2=C(C=C(C=C12)C#N)F)=O)C